ClC1=CC(=C2C(=NNC2=C1Cl)C=1C=NNC1)NC(CO)=O N-(6,7-Dichloro-3-(1H-pyrazol-4-yl)-1H-indazol-4-yl)-2-hydroxyacetamide